N-(2-bromopyridin-4-yl)acetamide BrC1=NC=CC(=C1)NC(C)=O